N-(6-methoxy-1-methylindazol-7-yl)-6-[4-(trifluoromethyl)imidazol-1-yl]pyridine-3-sulfonamide COC1=CC=C2C=NN(C2=C1NS(=O)(=O)C=1C=NC(=CC1)N1C=NC(=C1)C(F)(F)F)C